4-CHLORO-1H-INDOLE-2-BORONIC ACID ClC1=C2C=C(NC2=CC=C1)B(O)O